C(C)OC(=O)C=1N=CSC1C1CN(C1)C(NCC)=O 5-[1-(ethylcarbamoyl)azetidin-3-yl]-1,3-thiazole-4-carboxylic acid ethyl ester